C(#N)CC1(N(CCC(C1)C1=C(C(=CC=C1OC)Cl)Cl)C(=O)OC(C)(C)C)C(=O)OC 1-tert-butyl 2-methyl 2-(cyanomethyl)-4-(2,3-dichloro-6-methoxyphenyl)piperidine-1,2-dicarboxylate